4-(N-(3-(fluoromethyl)-4-methoxyphenyl)-3-(triisopropylsilyl)propiolamido)tetrahydro-2H-pyran-4-carboxamide FCC=1C=C(C=CC1OC)N(C(C#C[Si](C(C)C)(C(C)C)C(C)C)=O)C1(CCOCC1)C(=O)N